C(C)(C)(C)C1=C(C=C(C(=C1)OC)C(C)(C)C)OC 2,5-di-t-butyl-1,4-dimethoxybenzene